C(C)SC=1C=C(C(=O)O)C=C(N1)SCC 2,6-bis(ethylthio)isonicotinic acid